C1(=CC=CC=C1)C=CC1=CC=C(C=C1)N(C1=CC=C(C=C1)C1=CC=C(C=C1)N(C1=C(C=CC=C1C)CC)C1=CC=C(C=C1)C=CC1=CC=CC=C1)C1=C(C=CC=C1C)CC N,N'-bis[4-(2-phenylethen-1-yl)-phenyl]-N,N'-Bis(2-ethyl-6-methylphenyl)-1,1'-biphenyl-4,4'-diamine